NC1=NC=2C=CC(=CC2C=2C1=NN(N2)C)C(=O)O 4-amino-2-methyl-2H-[1,2,3]triazolo[4,5-C]quinoline-8-carboxylic acid